O=C1NC(CCC1NC1=CC(=C(C=C1OC)N1CCN(CC1)CCN1CCC(CC1)NC(OCCCC)=O)F)=O butyl (1-(2-(4-(4-((2,6-dioxopiperidin-3-yl)amino)-2-fluoro-5-methoxyphenyl)piperazin-1-yl)ethyl)piperidin-4-yl)carbamate